NC1=NC(=CC(=N1)N1CCC2(C[C@H](NC2)C(=O)OCC)CC1)O[C@@H](C(F)(F)F)C1=C(C=C(C=C1)Cl)C1=NC=CC=N1 (S)-ethyl 8-(2-amino-6-((R)-1-(4-chloro-2-(pyrimidin-2-yl)phenyl)-2,2,2-trifluoroethoxy)pyrimidin-4-yl)-2,8-diazaspiro[4.5]decane-3-carboxylate